3-[2-[(1R)-2-[(3R)-3-hydroxybutoxy]-1-methyl-ethoxy]-6-(3-methoxyazetidin-1-yl)pyrimidin-4-yl]-1-tetrahydropyran-2-yl-indazol-5-ol O[C@@H](CCOC[C@H](OC1=NC(=CC(=N1)C1=NN(C2=CC=C(C=C12)O)C1OCCCC1)N1CC(C1)OC)C)C